[(2R,3R,4R)-4,5-diacetoxy-2-[2-[2-(2-benzyloxyethoxy)ethoxy]ethoxy-methyl]tetrahydro-furan-3-yl] acetate C(C)(=O)O[C@@H]1[C@H](OC([C@@H]1OC(C)=O)OC(C)=O)COCCOCCOCCOCC1=CC=CC=C1